1-((1R,5S)-3,8-diazabicyclo[3.2.1]octan-8-yl)-6-(3-hydroxynaphthalen-1-yl)-3-(((S)-1-methylpyrrolidin-2-yl)methoxy)-5,6,7,8-tetrahydro-2,6-naphthyridine-4-carbonitrile Hydrochloride Cl.[C@H]12CNC[C@H](CC1)N2C2=NC(=C(C=1CN(CCC21)C2=CC(=CC1=CC=CC=C21)O)C#N)OC[C@H]2N(CCC2)C